racemic-(E)-3-((3-butyl-3-ethyl-7-(methylamino)-1,1-dioxido-5-phenyl-2,3,4,5-tetrahydro-1,5-benzothiazepin-8-yl)oxy)acrylic acid C(CCC)C1(CS(C2=C(N(C1)C1=CC=CC=C1)C=C(C(=C2)O/C=C/C(=O)O)NC)(=O)=O)CC